BrC1=CC=CC=2N(C(N(C21)C)=O)C(C)(C)C 4-bromo-1-(tert-butyl)-3-methyl-1,3-dihydro-2H-benzo[d]imidazol-2-one